tert-butyl 4-[7-(4-fluoro-2-methyl-1,3-benzoxazol-6-yl)-5-oxo-thiazolo[3,2-a]pyrimidin-2-yl]piperazine-1-carboxylate FC1=CC(=CC2=C1N=C(O2)C)C=2N=C1N(C(C2)=O)C=C(S1)N1CCN(CC1)C(=O)OC(C)(C)C